ClC1=C(C=C(C(=C1)Cl)Cl)C1=CC=C(O1)C=C1C(C2=C(S1)C=CC=C2)=O 2-[[5-(2,4,5-Trichlorophenyl)-2-furanyl]methylene]benzo[b]thiophen-3(2H)-one